N-(7-(5-(6-Ethoxy-1H-pyrazolo[3',4':3,4]pyrazolo[1,5-a]pyridin-4-yl)pyridine-2-yl)-2,7-diazaspiro[4.5]decan-2-yl)-2-chloro-6-fluorobenzamide C(C)OC=1C=C(C=2N(C1)N=C1C2C=NN1)C=1C=CC(=NC1)N1CC2(CCN(C2)NC(C2=C(C=CC=C2F)Cl)=O)CCC1